NC1=C(C=C(C=C1)C1=CC=C(C=C1)F)NC(C1=CC=C(C=C1)S(=O)(=N)C1=NC=C(C=C1)C)=O N-[2-amino-5-(4-fluorophenyl)phenyl]-4-[(5-methyl-2-pyridyl)sulfonimidoyl]benzamide